Guanosin-5'-monophosphat P(=O)(O)(O)OC[C@@H]1[C@H]([C@H]([C@@H](O1)N1C=NC=2C(=O)NC(N)=NC12)O)O